ClC1=C(C=CC=C1)[C@H]1CC[C@H](N1C(=O)C1=CC=C(C=C1)C1=C(C=C(C=C1)F)F)C(=O)O (2S,5R)-5-(2-chlorophenyl)-1-(2',4'-difluoro-[1,1'-biphenyl]-4-carbonyl)pyrrolidine-2-carboxylic acid